p-Cumyl-phenoxyethylenglycol methacrylat C(C(=C)C)(=O)O.C(C)(C)(C1=CC=CC=C1)C1=CC=C(OC(CO)O)C=C1